OC1=CC=C(C(NCC(=O)O)=O)C=C1 para-hydroxyhippuric acid